(2-chlorophenyl)(1-(pyridin-2-ylethynyl)-3-azabicyclo[3.1.0]hexan-3-yl)methanone ClC1=C(C=CC=C1)C(=O)N1CC2(CC2C1)C#CC1=NC=CC=C1